N-(3,4-dimethoxybenzyl)-2-(3-(4-methoxyphenyl)-6-oxopyridazin-1(6H)-yl)acetamide COC=1C=C(CNC(CN2N=C(C=CC2=O)C2=CC=C(C=C2)OC)=O)C=CC1OC